FC1=C(C(=C(C(=C1F)F)F)F)[B-](C1=C(C(=C(C(=C1F)F)F)F)F)(C1=C(C(=C(C(=C1F)F)F)F)F)C1=C(C(=C(C(=C1F)F)F)F)F.C(CCCCCCCCCCCCCCCCC)[NH+](CCCCCCCCCCCC)C1=C(C=CC=C1)C N-octadecyl-N-dodecyl-tolylammonium tetrakis(perfluorophenyl)borate